N-(2-(difluoromethoxy)-6-methylpyridin-3-yl)-1-(3-isopropylpyridin-2-yl)-3-oxocyclobutane-1-carboxamide FC(OC1=NC(=CC=C1NC(=O)C1(CC(C1)=O)C1=NC=CC=C1C(C)C)C)F